tert-butyl N-[1-[2-[2-[2-[2-[3-[1-(2,6-dioxo-3-piperidyl)-3-methyl-2-oxo-benzimidazol-4-yl]propoxy]ethoxy]ethoxy]ethoxy]ethyl]-4-piperidyl]carbamate O=C1NC(CCC1N1C(N(C2=C1C=CC=C2CCCOCCOCCOCCOCCN2CCC(CC2)NC(OC(C)(C)C)=O)C)=O)=O